2-(6-(3,6-diazabicyclo[3.1.1]hept-3-yl)pyridin-2-yl)-4-(2-fluoro-6-methoxyphenyl)-2,3-dihydro-1H-pyrrolo[3,4-c]pyridin-1-one C12CN(CC(N1)C2)C2=CC=CC(=N2)N2CC=1C(=NC=CC1C2=O)C2=C(C=CC=C2OC)F